ClC1=NC2=CC(=CC=C2C=C1)C(O)([2H])[2H] (2-chloroquinolin-7-yl)(2H2)methanol